OC[C@@H]1[C@H](CN(C1)C1=NC(=NC(=C1)C1=CC=C(C=C1)C(F)(F)F)C=1C=NC=CC1)O (3R,4R)-4-(hydroxymethyl)-1-(2-(pyridin-3-yl)-6-(4-(trifluoromethyl)phenyl)pyrimidin-4-yl)pyrrolidin-3-ol